CNC1=NC=C2C#CC=3N=CC=C(OCCOC=4C=CC=C(NC=5N=CC1=C2C5)N4)C3 N-methyl-8,11-dioxa-2,15,21,25,29-pentazapentacyclo[17.6.2.13,7.112,16.023,27]nonacosa-1(26),3,5,7(29),12,14,16(28),19,21,23(27),24-undecaen-17-yn-22-amine